4-methyl-3-(methylsulfonyl)-N-((2-(4-nicotinoylpiperazin-1-yl)-1,6-naphthyridin-7-yl)methyl)benzamide CC1=C(C=C(C(=O)NCC2=NC=C3C=CC(=NC3=C2)N2CCN(CC2)C(C2=CN=CC=C2)=O)C=C1)S(=O)(=O)C